C(C)C=1C=CC=C2C(=CNC12)C=O 7-ETHYL-1H-INDOLE-3-CARBALDEHYDE